FC1(CCN(CC1)C1=NNC2=CC=C(C=C12)NC(C1=C(C=C(C=C1)NS(=O)(=O)CC)N1CCC2(CC2)CC1)=O)F N-(3-(4,4-difluoropiperidin-1-yl)-1H-indazol-5-yl)-4-(ethylsulphonamido)-2-(6-azaspiro[2.5]oct-6-yl)benzamide